(1S,3S)-3-((2-methyl-6-(1-methyl-5-((((((S)-pentan-2-yl)oxy)carbonyl)amino)methyl)-1H-1,2,3-triazol-4-yl)pyridin-3-yl)oxy)cyclohexane-1-carboxylic acid CC1=NC(=CC=C1O[C@@H]1C[C@H](CCC1)C(=O)O)C=1N=NN(C1CNC(=O)O[C@@H](C)CCC)C